I.I.C1(=CC=C(C=C1)CN)CN 4-xylylenediamine dihydroiodide